N-(6-Amino-2,4-dioxo-3-(prop-2-yn-1-yl)-1,2,3,4-tetrahydropyrimidin-5-yl)-3-(4-(tri-fluoromethyl)phenyl)propanamide NC1=C(C(N(C(N1)=O)CC#C)=O)NC(CCC1=CC=C(C=C1)C(F)(F)F)=O